(6-(2-(3-methylbenzylidene)hydrazinyl)-9-(pyridin-2-ylmethyl)-9H-purin-2-yl)morpholine CC=1C=C(C=NNC2=C3N=CN(C3=NC(=N2)N2CCOCC2)CC2=NC=CC=C2)C=CC1